(1R,7S)-9,11-dimethyl-2,6-dioxo-3,5-dioxa-9,11-diaza-4-borabicyclo[5.3.1]undecan CN1C[C@H]2C(OBOC([C@@H](C1)N2C)=O)=O